4-bromo-6-cyclobutyl-1-methylpyrido[3,4-d]pyridazin-7(6H)-one BrC1=NN=C(C=2C1=CN(C(C2)=O)C2CCC2)C